aminobenzoselenazole NC=1[Se]C2=C(N1)C=CC=C2